2,2-dichloro-1,1-difluoropropane ClC(C(F)F)(C)Cl